BrC=1C=CC(=NC1)CN1CCN(CC1)C 1-((5-bromopyridin-2-yl)methyl)4-methylpiperazine